7-(3,3-difluorocyclobutyl)-4-fluoro-2-(1H-pyrazol-4-yl)-4,5,7,8-tetrahydro-3H-1-thia-5a,8-diazabenzo[cd]azulen-9(6H)-one FC1(CC(C1)C1CN2C=3C(=C(SC3C(N1)=O)C=1C=NNC1)CC(C2)F)F